BrC1=C(C=C2CCN3C(C2=C1)=C(N=C3C(=O)N3[C@](CCC3)(C#N)C)CC(C)C)OC (R)-1-(9-bromo-1-isobutyl-8-methoxy-5,6-dihydroimidazo[5,1-a]isoquinoline-3-carbonyl)-2-methylpyrrolidine-2-carbonitrile